CN1C=NC2=C1C=NC=C2C2=C(N=C(C(=N2)C(=O)OC)NC2=CC=C(C=C2)N2CCOCC2)SC Methyl 6-(3-methylimidazo[4,5-c]pyridin-7-yl)-5-methylsulfanyl-3-(4-morpholinoanilino)pyrazine-2-carboxylate